ClC1=C(C=C(C=C1)SCCCCCO)COC1(CC1)C=1C=NC=CC1C1=C(C=CC=C1)OC1CC1 5-[[4-chloro-3-([1-[4-(2-cyclopropoxyphenyl)pyridin-3-yl]cyclopropoxy]methyl)phenyl]sulfanyl]pentan-1-ol